((2R,5S)-2-(3-methoxyphenyl)-5-methylpiperidin-1-yl)-N-(5-methylpyridin-3-yl)-2-oxoacetamide COC=1C=C(C=CC1)[C@@H]1N(C[C@H](CC1)C)C(C(=O)NC=1C=NC=C(C1)C)=O